(2S)-2-amino-N-[(1S)-1-{[2-(hydroxymethyl)phenyl]carbamoyl}ethyl]-3-methylbutanamide N[C@H](C(=O)N[C@@H](C)C(NC1=C(C=CC=C1)CO)=O)C(C)C